2,3-dihydro-benzofuran-5-carboxylic acid [2-(1-oxa-7-aza-spiro[3.5]non-7-yl)-benzooxazol-5-yl]-amide O1CCC12CCN(CC2)C=2OC1=C(N2)C=C(C=C1)NC(=O)C=1C=CC2=C(CCO2)C1